N-[(3S,3R)-4,4-difluoro-2-[(3'-fluoro[1,1'-biphenyl]-3-yl)methyl]-1-(2-methylpropanoyl)pyrrolidin-3-yl]methanesulfonamide FC1([C@H](C(N(C1)C(C(C)C)=O)CC=1C=C(C=CC1)C1=CC(=CC=C1)F)NS(=O)(=O)C)F